methyl vinyl-ethyl maleate C(\C=C/C(=O)OCCC=C)(=O)OC